propyl disulphide C(CC)SSCCC